[(cyclopropyl)-methyl]-4,8-diazaundecane C1(CC1)CCCCNCCCNCCC